CN1CCC(C2=CC=CC=C12)CNC=1C=NC=CC1C(=O)O 3-{[(1-methyl-1,2,3,4-tetrahydroquinolin-4-yl)methyl]amino}pyridine-4-carboxylic acid